IC1=CC=CC=2C3=CC=CC=C3NC12 1-iodocarbazole